(Z)-3-hydroxy-1-(2-(4-hydroxyphenyl)-4-methoxybenzofuran-5-yl)-3-phenylpropa-2-en-1-one O\C(=C/C(=O)C=1C=CC2=C(C=C(O2)C2=CC=C(C=C2)O)C1OC)\C1=CC=CC=C1